3-Chloro-5-(4-chlorophenyl)-4-(2,6-difluorophenyl)-6-methylpyridazine ClC=1N=NC(=C(C1C1=C(C=CC=C1F)F)C1=CC=C(C=C1)Cl)C